2-Amino-3-nitro-4-(5-benzylthiophen-2-yl)pyridine tert-butyl-4-[(tert-butylcarbonyl)amino]-4-(piperazine-1-carbonyl)piperidine-1-carboxylate C(C)(C)(C)OC(=O)N1CCC(CC1)(C(=O)N1CCNCC1)NC(=O)C(C)(C)C.NC1=NC=CC(=C1[N+](=O)[O-])C=1SC(=CC1)CC1=CC=CC=C1